Ethyl 6-[(1R,4R)-2-oxa-5-azabicyclo[2.2.1]heptan-5-yl]-2-phenylimidazo[1,2-b]pyridazine-3-carboxylate [C@H]12OC[C@H](N(C1)C=1C=CC=3N(N1)C(=C(N3)C3=CC=CC=C3)C(=O)OCC)C2